tert-butyl 1-((methylsulfonyl) methyl)-3-trityl-3,8-diazabicyclo[3.2.1]octane-8-carboxylate CS(=O)(=O)CC12CN(CC(CC1)N2C(=O)OC(C)(C)C)C(C2=CC=CC=C2)(C2=CC=CC=C2)C2=CC=CC=C2